CC1=NC(=NC(=C1)C)C1=C(N=C(S1)NC(C)=O)C N-(5-(4,6-dimethylpyrimidin-2-yl)-4-methylthiazol-2-yl)acetamide